isobutanol titanium (IV) [Ti+4].C(C(C)C)O